ClC1=CC2=C(C=N1)CCC2(CC)NS(=O)C(C)(C)C N-(3-chloro-5-ethyl-6,7-dihydro-5H-cyclopenta[c]pyridin-5-yl)-2-methylpropane-2-sulfinamide